(S)-(1-aza-bicyclo[2.2.2]oct-3-yl)-carbamic acid (S)-1-(2-fluoro-phenyl)-ethyl ester FC1=C(C=CC=C1)[C@H](C)OC(N[C@@H]1CN2CCC1CC2)=O